(1R,3S,5s,7s)-2-(5-chloropyrazin-2-yl)-2-azaadamantan-5-ol ClC=1N=CC(=NC1)N1[C@@H]2CC3CC(C[C@@H]1C3)(C2)O